C1OCCN2C1=CC(=C2)C(=O)N 3,4-dihydro-1H-pyrrolo[2,1-c][1,4]oxazine-7-carboxamide